FC(C1=NC(=NC(=N1)C(F)(F)F)N1[C@H](C=2NC3=CC=C(C=C3C2CC1)Cl)CC1OCCOC1)(F)F (1S)-2-[4,6-bis(trifluoromethyl)-1,3,5-triazin-2-yl]-6-chloro-1-[(1,4-dioxan-2-yl)methyl]-2,3,4,9-tetrahydro-1H-pyrido[3,4-b]indole